S(=S)(=O)([O-])[O-].[Na+].[Cu+2] copper-sodium thiosulfate